rac-(3R*,4R*)-3-(1-Cyano-cyclobutylcarbamoyl)-4-{[5-(2,4-difluoro-phenyl)-isoxazole-3-carbonyl]-amino}-piperidine-1-carboxylic Acid Tert-Butyl Ester C(C)(C)(C)OC(=O)N1C[C@H]([C@@H](CC1)NC(=O)C1=NOC(=C1)C1=C(C=C(C=C1)F)F)C(NC1(CCC1)C#N)=O |r|